BrC=1C=C2C(=CC(=NC2=CC1C)C)O 6-bromo-2,7-dimethylquinolin-4-ol